O=C(CC[C@H]1CNCCO1)C1=C(C(=C(C=C1F)C(=O)OC)F)F (S)-2-(3-oxo-3-(2,3,6-trifluoro-4-(methoxycarbonyl)phenyl)propyl)morpholine